2,2-diethylpropane-diol C(C)C(C(O)O)(C)CC